7-[3-[(2S)-2-methylpiperazin-1-yl]phenyl]-1,3-dihydroimidazo[4,5-b]pyridin-2-one dihydrochloride Cl.Cl.C[C@@H]1N(CCNC1)C=1C=C(C=CC1)C1=C2C(=NC=C1)NC(N2)=O